C(C)OC(CC1=CC(=CC=C1)C=1C(NC2=CC(=C(C=C2C1)C1=CC=C(C=C1)C=1C=NC2=CC=CC=C2C1)Cl)=O)=O 2-(3-(7-chloro-2-oxo-6-(4-(quinolin-3-yl)phenyl)-1,2-dihydroquinolin-3-yl)phenyl)acetic acid ethyl ester